C(C)(C)NC(OC1CC(CC1)C1=CC(=NN1C(C)(C)C)NC1=CC2=C(C=N1)SC(=N2)COC)=O 3-(1-(tert-butyl)-3-((2-(methoxymethyl)thiazolo[5,4-c]pyridin-6-yl)amino)-1H-pyrazol-5-yl)cyclopentyl isopropylcarbamate